C(C)(C)(C)OC([C@@H](NC(=O)OC(C)(C)C)CC1=C(C=C(C=C1)Br)Br)=O N-Boc-2,4-dibromo-phenylalanine tert-butyl ester